FC(C(=O)O)(F)F.FC(C(=O)O)(F)F.[C@H]12CN(C[C@H](CC1)N2)C=2C1=C(N=C(N2)N2CC(C2)O)C(=C(N=C1)C1=CC(=CC2=CC=CC=C12)O)F 1-(4-((1R,5S)-3,8-diazabicyclo[3.2.1]octan-3-yl)-8-fluoro-7-(3-hydroxynaphthalen-1-yl)pyrido[4,3-d]pyrimidin-2-yl)azetidin-3-ol bis(2,2,2-trifluoroacetate)